hydroxyl-fluorosilane O[SiH2]F